OCCCC(C)OC(NCCN1CCCC1)=O (2-(pyrrolidin-1-yl)ethyl)carbamic acid 5-hydroxypentan-2-yl ester